2-Dimethylamino-isonicotinic acid CN(C=1C=C(C(=O)O)C=CN1)C